COC(C1=CC(=C(C=C1)NC1=C(C=CC=C1)OC)N)=O 3-amino-4-((2-methoxyphenyl)amino)benzoic acid methyl ester